S[C@H]1CN(CC1)C1CCC(CC1)CN(C(=N)NCC1=CC=C(C=C1)[N+](=O)[O-])CC1=CC=C(C=C1)[N+](=O)[O-] 1-(((1R,4R)-4-((R)-3-mercaptopyrrolidin-1-yl)cyclohexyl)methyl)-1,3-bis(4-nitrobenzyl)guanidine